C(C)C1=CCC(CC1)(C)C 1-ethyl-4,4-dimethylcyclohex-1-en